ClC1=CC=CC(=N1)CNS(=O)(=O)C=1C=C(C=CC1C)NC(CN1N=CC(=C(C1=O)Cl)Cl)=O N-(3-(N-((6-chloropyridin-2-yl)methyl)sulfamoyl)-4-methylphenyl)-2-(4,5-dichloro-6-oxopyridazin-1(6H)-yl)acetamide